2-(1-isopropyl-4-methyl-1H-pyrazol-5-yl)-5-(4-(1-methyl-4-(trifluoromethyl)-1H-imidazol-2-yl)benzyl)-[1,2,4]triazolo[1,5-a]pyridine C(C)(C)N1N=CC(=C1C1=NN2C(C=CC=C2CC2=CC=C(C=C2)C=2N(C=C(N2)C(F)(F)F)C)=N1)C